C[Si](O[Si](CCCOCC1OC1)(C)C)(CCCOCC1OC1)C 1,1,3,3-tetramethyl-1,3-bis[3-(oxiranylmethoxy)propyl]disiloxane